FC(C1CN(CC1)C1=CC=C(C=N1)C1CN(C1)C(=O)N1C[C@@H]2[C@@H](OCC(N2)=O)CC1)(F)F |r| Rac-(4aR,8aS)-6-[3-[6-[3-(trifluoromethyl)pyrrolidin-1-yl]-3-pyridinyl]azetidine-1-carbonyl]-4,4a,5,7,8,8a-hexahydropyrido[4,3-b][1,4]oxazin-3-one